The molecule is a prednisolone compound having an alpha-chloro substituent at the 7-position and an alpha-methyl substituent at the 16-position. It has a role as an anti-inflammatory drug and an antipruritic drug. It is a 20-oxo steroid, a 17alpha-hydroxy steroid, a 21-hydroxy steroid, an 11beta-hydroxy steroid, a glucocorticoid, a 3-oxo-Delta(1),Delta(4)-steroid, a chlorinated steroid, a primary alpha-hydroxy ketone and a tertiary alpha-hydroxy ketone. It derives from a prednisolone. C[C@@H]1C[C@H]2[C@@H]3[C@@H](CC4=CC(=O)C=C[C@@]4([C@H]3[C@H](C[C@@]2([C@]1(C(=O)CO)O)C)O)C)Cl